C(\C=C/CCCCCC)OC(CCCCCCCCC(CCCCCCCCC)CCO)=O 10-(2-hydroxyethyl)nonadecanoic acid (Z)-non-2-en-1-yl ester